ClC=1C(=NC=CC1)N1C(N=C(C2=CC=C(C=C12)C(C)(F)F)NC)=O 1-(3-Chloropyridin-2-yl)-7-(1,1-difluoroethyl)-4-(methylamino)quinazolin-2(1H)-one